(1-((3,3-Difluorocyclobutyl)methyl)-1H-pyrazol-4-yl)-8-(2,5-dihydrofuran-3-yl)-7-((2-methyl-1H-benzo[d]imidazol-6-yl)oxy)quinoxaline FC1(CC(C1)CN1N=CC(=C1)C1=NC2=C(C(=CC=C2N=C1)OC=1C=CC2=C(NC(=N2)C)C1)C=1COCC1)F